(E)-4-(3-hydroxy-prop-1-en-1-yl)picolinic acid tert-butyl ester C(C)(C)(C)OC(C1=NC=CC(=C1)\C=C\CO)=O